N1C=NC2=NC=CC(=C21)C#N 1H-imidazo[4,5-b]pyridine-7-carbonitrile